N-(6-cyano-5-(trifluoromethyl)pyridin-3-yl)-2-(4-iodo-1H-pyrazol-1-yl)-2-methylpropanamide C(#N)C1=C(C=C(C=N1)NC(C(C)(C)N1N=CC(=C1)I)=O)C(F)(F)F